O(C1=CC=CC=C1)CC=O phenoxyacetaldehyde